NC1(CCC1)CNC(OC(C)(C)C)=O tert-butyl ((1-aminocyclobutyl)methyl)carbamate